FC(CC[C@H]1N(S(C2=C(N(C1)C1=CC=C(C=C1)F)N=C(C(=C2)OCC2(CC2)C(=O)O)SC)(=O)=O)C)(C)F (R)-1-(((3-(3,3-difluorobutyl)-5-(4-fluorophenyl)-2-methyl-7-(methylthio)-1,1-dioxido-2,3,4,5-tetrahydropyrido[2,3-f][1,2,5]thiadiazepin-8-yl)oxy)methyl)cyclopropane-1-carboxylic acid